17-fluoro-5-(3,3,4-trimethylpiperazin-1-yl)-7,11-dioxa-20,23,24-triazapentacyclo[17.5.2.12,6.013,18.022,25]heptacosa-1(24),2,4,6(27),13(18),14,16,19,21,25-decaene FC1=CC=CC=2COCCCOC=3C(=CC=C(C4=NNC5=CN=C(C12)C=C45)C3)N3CC(N(CC3)C)(C)C